tert-butyl (1R,4R)-5-(2-chloro-5-cyano-3-((8-cyano-4-(cyclopropyl(4-methoxybenzyl)amino)pyrazolo[1,5-a][1,3,5]triazin-2-yl)amino)phenyl)-2,5-diazabicyclo[2.2.1]heptane-2-carboxylate ClC1=C(C=C(C=C1NC1=NC=2N(C(=N1)N(CC1=CC=C(C=C1)OC)C1CC1)N=CC2C#N)C#N)N2[C@H]1CN([C@@H](C2)C1)C(=O)OC(C)(C)C